9-(oxetan-3-yl)non-8-enoic acid O1CC(C1)C=CCCCCCCC(=O)O